C(=[Se])[O-] selenoformate